O=C1NC(CCC1OC1=CC=C(C=C1)N1CCN(CC1)CCCNC(=O)C=1C2=C(NN1)\C(\CC2)=C\2/C(NC1=CC=C(C=C21)F)=O)=O (Z)-N-(3-(4-(4-((2,6-dioxopiperidin-3-yl)oxy)phenyl)piperazin-1-yl)propyl)-6-(5-fluoro-2-oxoindolin-3-ylidene)-1,4,5,6-tetrahydrocyclopenta[c]pyrazole-3-carboxamide